R-4-ethyl-dihydrofuran C(C)C=1CCOC1